The molecule is an anthrafuran that is 2,3-dihydroanthra[2,3-b]furan-5,10-dione substituted at positions 2, 4, 6 and 8 by hydroxy groups and at position 3 by a 2-hydroxyethyl group. An intermediate in the biosynthesis of aflatoxin. It is an anthrafuran, a lactol and a versiconal. C1=C(C=C(C2=C1C(=O)C3=CC4=C(C(C(O4)O)CCO)C(=C3C2=O)O)O)O